[Si](OCCCCCCCCCCCCCCCC)([O-])([O-])[O-] cetyl silicate